N,N-diethyl-3-[2-(6-methyl-2-pyridinyl)ethynyl]-6,8-dihydro-5H-[1,2,4]triazolo[4,3-a]pyrazine-7-carboxamide C(C)N(C(=O)N1CC=2N(CC1)C(=NN2)C#CC2=NC(=CC=C2)C)CC